ClC=1C(=C(C=CC1)C1(CN(C(C2=CN=CC(=C12)F)=O)C=1N=CN(C1)C)C)F 4-(3-chloro-2-fluorophenyl)-5-fluoro-4-methyl-2-(1-methyl-1H-imidazol-4-yl)-3,4-dihydro-2,7-naphthyridin-1(2H)-one